ClC=1C2=C(N=CN1)N(C=C2)C2C(C1(C(O2)CCC1)O)O 2-(4-chloro-7H-pyrrolo[2,3-d]pyrimidin-7-yl)hexahydro-2H-cyclopenta[b]furan-3,3a-diol